5-chloro-1-(3-(methylsulfonyl)propyl)-1H-indole-2-carboxylic acid ClC=1C=C2C=C(N(C2=CC1)CCCS(=O)(=O)C)C(=O)O